CCCCCCCCCC/C=C\CCCCCCCCCC(=O)O[C@H](COC(=O)CCCCCCCCC/C=C\CCCCCCCC)COP(=O)([O-])OCC[N+](C)(C)C 1-(11Z-eicosenoyl)-2-(11Z-docosenoyl)-glycero-3-phosphocholine